NC1=C(C=C(C(=O)OC)C=C1F)NCC1(CC1)CC#N methyl 4-amino-3-(((1-(cyanomethyl)cyclopropyl)methyl)amino)-5-fluorobenzoate